OC(C(=O)C1=CC=CC=C1)(C)C 2-Hydroxy-2-Methyl-1-Phenyl-1-Propanon